C(C1=CC=CC=C1)OC[C@@H]1COCC(N1C)=O (5R)-5-[(benzyloxy)methyl]-4-methylmorpholin-3-one